FC(C1C(C1)C(=O)NN)F 2-(difluoromethyl)cyclopropanecarbohydrazide